CN(C(CCCCCCCCCCC\C=C/CCCCCCCC)=O)C N,N-dimethylerucic acid amide